C(C1=CC=CC=C1)N1C[C@@H]([C@@H](CC1)C)N(C=1N=CC2=C(N1)NC=C2)C N-[(3R,4R)-1-benzyl-4-methyl-3-piperidinyl]-N-methyl-7H-pyrrolo[2,3-d]pyrimidineamine